N-(6-methoxy-5-((E)-2-(trans-4-(trifluoromethyl)cyclohexyl)vinyl)pyridin-3-yl)but-2-ynamide COC1=C(C=C(C=N1)NC(C#CC)=O)\C=C\[C@@H]1CC[C@H](CC1)C(F)(F)F